FC1=CC(=C(C(=C1)C)C1=CC(=CC(=C1)C(F)(F)F)[C@H](CC(=O)OCC)NC([C@@H](CC=C)OS(=O)(=O)C)=O)CCCCC=C Ethyl (S)-3-(4'-fluoro-2'-(hex-5-en-1-yl)-6'-methyl-5-(trifluoromethyl)-[1,1'-biphenyl]-3-yl)-3-((R)-2-((methylsulfonyl)oxy)pent-4-enamido)propanoate